C1N(CCC2=CC=CC=C12)C[C@H](CNC(=O)C1=CC=C2CCN(C(C2=C1)=O)CC1=NOC=C1)O (S)-N-(3-(3,4-dihydroisoquinolin-2(1H)-yl)-2-hydroxypropyl)-2-(isoxazol-3-ylmethyl)-1-oxo-1,2,3,4-tetrahydroisoquinoline-7-carboxamide